COOCCCCCCCC octyloxy methyl ether